ClC=1C=C(C=C(C1C#N)C)NC(OC1=CC=CC=C1)=O phenyl (3-chloro-4-cyano-5-methylphenyl)carbamate